C(C)(C)(C)OC(=O)N1C(CC1)(COC=1C=NC=CC1C1=CC=2C(NCCC2N1)=O)C tert-butyl-2-methyl-2-{[(4-{4-oxo-1H,5H,6H,7H-pyrrolo[3,2-c]pyridin-2-yl}pyridin-3-yl)oxy]methyl}azetidine-1-carboxylate